zirconium bis(diethyl citrate) dipropionate C(CC)(=O)[O-].C(CC)(=O)[O-].C(C)C(C(=O)[O-])(C(O)(C(=O)O)CC(=O)[O-])CC.C(C)C(C(=O)O)(C(O)(C(=O)O)CC(=O)O)CC.[Zr+4]